4-Fluorophenol FC1=CC=C(C=C1)O